4-hydroxy-2-(3,4,5-trihydroxybenzylidene)-2,3-dihydro-1H-inden-1-one OC1=C2CC(C(C2=CC=C1)=O)=CC1=CC(=C(C(=C1)O)O)O